N=1C=NN2C1C=C(C=C2)OC2=CC(=C(C=C2C)NC=2C1=C(N=CN2)C=CC(=N1)C1C[C@H]2CC[C@@H](C1)N2C(C=C)=O)F 1-((1R,5S)-3-(4-((4-([1,2,4]triazolo[1,5-a]pyridin-7-yloxy)-2-fluoro-5-methylphenyl)amino)pyrido[3,2-d]pyrimidin-6-yl)-8-azabicyclo[3.2.1]octan-8-yl)prop-2-en-1-one